[1-(2,5-difluorophenyl)-1H-pyrazol-3-yl]pyridine FC1=C(C=C(C=C1)F)N1N=C(C=C1)C1=NC=CC=C1